COC1=CC(=C(C=C1)C1=CC=2C(=CN=C(C2)C2(CC2)C(=O)N)N1C)C [2-(4-methoxy-2-methylphenyl)-1-methylpyrrolo[2,3-c]pyridin-5-yl]cyclopropanecarboxamide